C(C)(C)OC1=C(C(=CC=C1)OC(C)C)C1=CC=CC=C1 2',6'-diisopropoxy-1,1'-biphenyl